(6-cyclopropyl-5-(1-fluorocyclopropyl)-1-(tetrahydro-2H-pyran-2-yl)-1H-indazol-4-yl)boronic acid C1(CC1)C1=C(C(=C2C=NN(C2=C1)C1OCCCC1)B(O)O)C1(CC1)F